4-(2,6-dimethylmorpholino)-3,5-dimethylaniline CC1OC(CN(C1)C1=C(C=C(N)C=C1C)C)C